C(C=C)(=O)N1CC2=CC=CC(=C2CC1)C1=C2C(=C(NC2=C(C=C1F)C(=O)N)C)C (RS)-4-(2-acryloyl-1,2,3,4-tetrahydroisoquinolin-5-yl)-5-fluoro-2,3-dimethyl-1H-indole-7-carboxamide